(1-Hydroxycyclohexyl) phenyl ketone C1(=CC=CC=C1)C(=O)C1(CCCCC1)O